C(C1=CC=CC=C1)NC(=O)C1(CCOCC1)N(C(C(C)Cl)=O)C=1C=C2C=NN(C2=CC1)C N-Benzyl-4-(2-chloro-N-(1-methyl-1H-indazol-5-yl)propanamido)tetrahydro-2H-pyran-4-carboxamide